COCC12CN(C(CC1)C2)C(=O)OC(C)(C)C tert-butyl 4-(methoxymethyl)-2-azabicyclo[2.2.1]heptane-2-carboxylate